C1(CC1)[C@H](C=1C=NC2=CC=CC=C2C1)NC=1C2=C(N=C(N1)N1N=NC=C1)C=NN2C(CC)CC ((R)-Cyclopropyl-quinolin-3-yl-methyl)-[1-(1-ethyl-propyl)-5-[1,2,3]triazol-1-yl-1H-pyrazolo[4,3-d]pyrimidin-7-yl]-amin